2-(5-{1-[(6,7-dimethoxy-2-methylquinazolin-4-yl)amino]ethyl}thiophen-2-yl)benzamide COC=1C=C2C(=NC(=NC2=CC1OC)C)NC(C)C1=CC=C(S1)C1=C(C(=O)N)C=CC=C1